C(C1=CC=CC=C1)(=O)N1CCN(CC1)C=1SC2=C(C(N1)=O)C(=C(C=C2[N+](=O)[O-])C(F)(F)F)C 2-(4-Benzoylpiperazin-1-yl)-5-methyl-8-nitro-6-(trifluoromethyl)-4H-benzo[e][1,3]thiazin-4-one